CN1CCC(CC1)C=1OC(=NN1)[C@@]12CN(C[C@]2(C1)C(F)(F)F)C1=C2C=CC=NC2=C(C=C1)OC(F)(F)F 2-(1-methylpiperidin-4-yl)-5-((1S,5R)-5-(trifluoromethyl)-3-(8-(trifluoromethoxy)quinolin-5-yl)-3-azabicyclo[3.1.0]hex-1-yl)-1,3,4-oxadiazole